phenyl-4-oxo-1,4-dihydroquinoline-3-carboxamide C1(=CC=CC=C1)N1C=C(C(C2=CC=CC=C12)=O)C(=O)N